Cl.Cl.Cl.N1C(=NC2=C1C=CC=C2)CN2C[C@H]1C([C@H]1C2)C=2SC=C(N2)C(=O)NCC2=NC=CC=C2F 2-[(1R,5S,6S)-3-(1H-1,3-Benzodiazol-2-ylmethyl)-3-azabicyclo[3.1.0]hex-6-yl]-N-[(3-fluoropyridin-2-yl)methyl]-1,3-thiazole-4-carboxamide trihydrochloride